5-{[(3S,8aS)-3,8a-dimethylhexahydropyrrolo[1,2-a]pyrazin-2(1H)-yl]carbonyl}-N-(2-ethoxy-5-fluoropyrimidin-4-yl)-6,6-dimethyl-1,4,5,6-tetrahydropyrrolo[3,4-c]pyrazol-3-amine C[C@@H]1N(C[C@]2(N(C1)CCC2)C)C(=O)N2C(C=1NN=C(C1C2)NC2=NC(=NC=C2F)OCC)(C)C